bisacryloxyethyl terephthalate C(C1=CC=C(C(=O)OCCOC(C=C)=O)C=C1)(=O)OCCOC(C=C)=O